BrC1=CC=C(C=C1)S(=O)(=O)CCC1=CC=C(C=C1)OC 1-bromo-4-(((4-methoxyphenyl)ethyl)sulfonyl)benzene